5-[4-[3-(Carboxymethyl)phenoxy]-3-(trifluoromethyl)phenoxy]-1H-indazol C(=O)(O)CC=1C=C(OC2=C(C=C(OC=3C=C4C=NNC4=CC3)C=C2)C(F)(F)F)C=CC1